(1R,2S,5S)-N-[(1S)-1-cyano-2-[(3S)-2-oxopyrrolidin-3-yl]ethyl]-3-[(2S)-3,3-dimethyl-2-(2,2,2-trifluoroethylsulfonylamino)butanoyl]-6,6-dimethyl-3-azabicyclo[3.1.0]hexane-2-carboxamide C(#N)[C@H](C[C@H]1C(NCC1)=O)NC(=O)[C@@H]1[C@H]2C([C@H]2CN1C([C@H](C(C)(C)C)NS(=O)(=O)CC(F)(F)F)=O)(C)C